ClC=1N=C2N(N=CC(=C2[C@H](C)OC)NC2=CC=C(C=C2)[C@@H](C(F)(F)F)N(C(=O)C2CN(CC2)C(=O)OC(C)(C)C)C)C1 tert-butyl 3-[[(1S)-1-[4-[[2-chloro-8-[(1S)-1-methoxyethyl]imidazo[1,2-b]pyridazin-7-yl]amino]phenyl]-2,2,2-trifluoro-ethyl]-methyl-carbamoyl]pyrrolidine-1-carboxylate